ClC1=C(C=CC(=C1F)F)C1C(=C(NC(=N1)C=1SC=CN1)C1CN(C1)C=1OC=C(N1)C(=O)OCC)C(=O)OCC ethyl 2-(3-(6-(2-chloro-3,4-difluorophenyl)-5-(ethoxycarbonyl)-2-(thiazol-2-yl)-3,6-dihydropyrimidin-4-yl)azetidin-1-yl)oxazole-4-carboxylate